(S)-2-amino-3-(4-(2-amino-7-((3'-methoxy-[1,1'-biphenyl]-4-yl)methyl)-7H-pyrrolo[2,3-d]pyrimidin-4-yl)phenyl)propanoic acid hydrochloride Cl.N[C@H](C(=O)O)CC1=CC=C(C=C1)C=1C2=C(N=C(N1)N)N(C=C2)CC2=CC=C(C=C2)C2=CC(=CC=C2)OC